O1CCC(CC1)NC=1C2=C(N=C(N1)NC1=CC=C(C3=C1OCCO3)N3C(CCC3)=O)NC=C2C(F)(F)F 1-(8-((4-((tetrahydro-2H-pyran-4-yl)amino)-5-(trifluoromethyl)-7H-pyrrolo[2,3-d]pyrimidin-2-yl)amino)-2,3-dihydrobenzo[b][1,4]dioxin-5-yl)pyrrolidin-2-one